C(C)(C)(C)OC(=O)N1C[C@H]([C@@H](CC1)N1CC2=CC=CC=C2CC1)O trans-4-(3,4-dihydroisoquinolin-2(1H)-yl)-3-Hydroxypiperidine-1-carboxylic acid tert-butyl ester